FC1=CC(=CC2=C1N=C(S2)NC(=O)C2N(CCCC2C)CCN(C)C)F N-(4,6-difluoro-1,3-benzothiazol-2-yl)-1-[2-(dimethylamino)ethyl]-3-methylpiperidine-2-carboxamide